C[C@@H]1[C@@H]([C@H]1C=1N=CN(C1)C)C(=O)OC(C)(C)C tert-butyl (1S,2S,3S)-2-methyl-3-(1-methyl-1H-imidazol-4-yl)cyclopropane-1-carboxylate